tert-butyl 6-(hydroxymethyl)-3-azabicyclo[3.1.0]hexane-3-carboxylate OCC1C2CN(CC12)C(=O)OC(C)(C)C